C[C@H](CCC(=O)NCC(=O)O)[C@H]1CC[C@@H]2[C@@]1(CC[C@H]3[C@H]2[C@@H](C[C@H]4[C@@]3(CC[C@H](C4)O)C)O)C The molecule is a bile acid glycine conjugate having 3alpha,7alpha-dihydroxy-5beta-cholan-24-oyl as the bile acid component. It has a role as a human metabolite. It derives from a chenodeoxycholic acid. It is a conjugate acid of a glycochenodeoxycholate.